C(C)(C)(C)OC(=O)N[C@H](C(=O)OC)C methyl (2S)-2-(tert-butoxycarbonylamino)propanoate